(1S,2R,5R)-N-((S)-1-cyano-2-((S)-2-oxopyrrolidin-3-yl)ethyl)-3-(9-hydroxy-9H-fluorene-9-carbonyl)-6,6-dimethyl-3-azabicyclo[3.1.0]hexane-2-carboxamide C(#N)[C@H](C[C@H]1C(NCC1)=O)NC(=O)[C@H]1[C@@H]2C([C@@H]2CN1C(=O)C1(C2=CC=CC=C2C=2C=CC=CC12)O)(C)C